COC(C(CC1=C(N(C=2C1=NC(=CC2)Cl)CC)C=2C(=NC=CC2)[C@H](C)OC)(C)C)=O.C[Si](C)(C)C#CC2=CC=C(S2)CN2CCOCC2 4-((5-((trimethylsilyl)ethynyl)thiophen-2-yl)methyl)morpholine methyl-(S)-3-(5-chloro-1-ethyl-2-(2-(1-methoxyethyl)pyridin-3-yl)-1H-pyrrolo[3,2-b]pyridin-3-yl)-2,2-dimethylpropanoate